3-bromo-7-chloro-1,6-naphthyridin-2-amine BrC=1C(=NC2=CC(=NC=C2C1)Cl)N